2-(6-amino-5-(5-fluoro-1-(piperidin-4-yl)-1H-pyrazol-4-yl)pyridazin-3-yl)phenol NC1=C(C=C(N=N1)C1=C(C=CC=C1)O)C=1C=NN(C1F)C1CCNCC1